(2R,4R)-1-(3-chloro-2-fluorobenzyl)-4-((3-fluoro-6-((5-methyl-1H-pyrazol-3-yl)amino)pyridin-2-yl)methyl)-2-methylpiperidine-4-carboxylic acid ClC=1C(=C(CN2[C@@H](C[C@@](CC2)(C(=O)O)CC2=NC(=CC=C2F)NC2=NNC(=C2)C)C)C=CC1)F